N-[3-[(2,3-dihydroxypropyl)(3-butoxypropyl)amino]propyl]myristamide OC(CN(CCCNC(CCCCCCCCCCCCC)=O)CCCOCCCC)CO